hexanaphthoxycyclotriphosphazene methyl-2-amino-3-(2-ethylbenzoyl)-4h,5h,6h-cyclopenta[b]thiophene-5-carboxylate COC(=O)C1CC2=C(SC(=C2C(C2=C(C=CC=C2)CC)=O)N)C1.C1(=CC=CC2=CC=CC=C12)OP1(=NP(=NP(=N1)(OC1=CC=CC2=CC=CC=C12)OC1=CC=CC2=CC=CC=C12)(OC1=CC=CC2=CC=CC=C12)OC1=CC=CC2=CC=CC=C12)OC1=CC=CC2=CC=CC=C12